1-hydroxy-1,2,3-propanetricarboxylate OC(C(CC(=O)[O-])C(=O)[O-])C(=O)[O-]